F[C@H]1[C@H](C1)C(=O)NC=1N=CC2=CC(=C3C(=C2C1)N=CO3)C=3C=NC(=CC3C)[C@@H](CC)O (1R,2R)-2-fluoro-N-(4-(6-((R)-1-hydroxypropyl)-4-methylpyridin-3-yl)oxazolo[4,5-f]isoquinolin-8-yl)cyclopropane-1-carboxamide